(1-naphthamide) benzoate C(C1=CC=CC=C1)(=O)O.C1(=CC=CC2=CC=CC=C12)C(=O)N